NC1=NNC(=C1)C1=C(C=C(C=C1)CN(C(OC(C)(C)C)=O)C1CCOCC1)OC tert-Butyl N-[[4-(3-amino-1H-pyrazol-5-yl)-3-methoxy-phenyl]methyl]-N-tetrahydropyran-4-yl-carbamate